P(=O)([O-])([O-])[O-].[Al+3].[Ni+2] nickel aluminum phosphate